2-chloro-N-(2,2-difluorobenzo[d][1,3]dioxol-4-yl)-4-methylnicotinamide ClC1=C(C(=O)NC2=CC=CC=3OC(OC32)(F)F)C(=CC=N1)C